1-(2-hydroxy-4-((tetrahydro-2H-pyran-2-yl)oxy)phenyl)ethan-1-one OC1=C(C=CC(=C1)OC1OCCCC1)C(C)=O